N-phenyl-4-(2-((4-sulfamoylphenyl)amino)thiazol-4-yl)benzenesulfonamide C1(=CC=CC=C1)NS(=O)(=O)C1=CC=C(C=C1)C=1N=C(SC1)NC1=CC=C(C=C1)S(N)(=O)=O